2-butyl-4-(6-chloro-7-methylpyrazolo[1,5-a]pyrimidin-3-yl)-8-fluoro-2-methyl-2H-benzo[e][1,3]oxazine C(CCC)C1(OC2=C(C(=N1)C=1C=NN3C1N=CC(=C3C)Cl)C=CC=C2F)C